BrC=1C=C(C=NC1C)C 5-bromo-3,6-dimethylpyridin